C(C1=CC=CC=C1)NC(=O)C1=CC(=C(C(=C1)Cl)Br)C(=O)NC1=CC=CC=C1 N1-benzyl-4-bromo-5-chloro-N3-phenylbenzene-1,3-dicarboxamide